CC1=C(C=CC(C1)(N)N)C1=C(C=CC=C1)C 2,2'-dimethyl-4,4-diaminobiphenyl